IC1=CC=C(C=C1)C[C@@H](C(C)=O)C (S)-(+)-4-(4-iodophenyl)-3-methyl-2-butanone